N-(5-([1,2,4]triazolo[1,5-a]pyridin-2-yl)-8-(methylamino)-2,7-naphthyridin-3-yl)cyclopropanecarboxamide N=1C(=NN2C1C=CC=C2)C2=C1C=C(N=CC1=C(N=C2)NC)NC(=O)C2CC2